1'-(cyclohexane-1,3-diylbis-methylene)bis(1H-pyrrole-2,5-dione) C1(CC(CCC1)CN1C(C=CC1=O)=O)CN1C(C=CC1=O)=O